ClC=1C(=C2C(=NC1C)CN(C2)C(=O)[C@H]2CN(CC2)C2=CN=NC=C2)C (3-Chloro-2,4-dimethyl-5,7-dihydropyrrolo[3,4-b]pyridin-6-yl)-[(3R)-1-pyridazin-4-ylpyrrolidin-3-yl]methanon